CN1N=NC(=C1C=1C=C2C(=NC1)C1=C(N2C(C2CCOCC2)C2=CC=CC=C2)C(=NN1C)C(C)(C)N)C 2-(6-(1,4-Dimethyl-1H-1,2,3-triazol-5-yl)-1-methyl-4-(phenyl(tetrahydro-2H-pyran-4-yl)methyl)-1,4-dihydropyrazolo[3',4':4,5]pyrrolo[3,2-b]pyridine-3-yl)propan-2-amine